{4-[({[(S)-[(2-{[5-fluoro-4-(4-fluoro-2-methoxyphenyl)pyridin-2-yl]amino}pyridin-4-yl)methyl](methyl)oxo-lambda6-sulfanylidene]carbamoyl}oxy)methyl]phenyl}-L-alaninamide FC=1C(=CC(=NC1)NC1=NC=CC(=C1)C[S@@](=O)(C)=NC(=O)OCC1=CC=C(C=C1)N[C@@H](C)C(=O)N)C1=C(C=C(C=C1)F)OC